C(C)(C)(C)OC(=O)N1CCN(CC1)C1=NC(=CC2=C1CNC2=O)N(C)C(C)C 4-(6-(Isopropyl-(methyl)amino)-1-oxo-2,3-dihydro-1H-pyrrolo[3,4-c]pyridin-4-yl)piperazine-1-carboxylic acid tert-butyl ester